OC1=CC(NC2=CC=C(C=C12)C=1C=C2C(=C(NC2=CC1)C1=C2C(=NC=C1)NN=C2)C(C)C)=O 4-hydroxy-6-(3-isopropyl-2-(1H-pyrazolo[3,4-b]pyridin-4-yl)-1H-indol-5-yl)quinolin-2(1H)-one